2-[3,5-dibromo-2-({[3-bromo-1-(3-chloropyridin-2-yl)-1H-pyrazol-5-yl]carbonyl}amino)benzoyl]-2-ethyl-1-methylhydrazinecarboxylic acid BrC=1C(=C(C(=O)N(N(C(=O)O)C)CC)C=C(C1)Br)NC(=O)C1=CC(=NN1C1=NC=CC=C1Cl)Br